C(C1=CC=CC=C1)O[C@@H]1[C@H](N(C[C@@H]([C@H]1OCC1=CC=CC=C1)OCC1=CC=CC=C1)CC1(CCN(CC1)C1=CC=CC=C1)F)C (2r,3r,4r,5s)-3,4,5-tris(benzyloxy)-1-((4-fluoro-1-phenylpiperidin-4-yl)methyl)-2-methylpiperidine